N(=[N+]=[N-])[C@@H]1[C@H](CO[C@H](C1)C(=O)N1[C@H](C2=CC=CC=C2CC1)C1=CC=C(C=C1)F)N(C(OC(C)(C)C)=O)C tert-butyl ((3R,4S,6R)-4-azido-6-((S)-1-(4-fluorophenyl)-1,2,3,4-tetrahydroisoquinoline-2-carbonyl)tetrahydro-2H-pyran-3-yl)(methyl)carbamate